C(C)(=O)O[C@H]1[C@H](O[C@@H]([C@@H]([C@@H]1OC(C)=O)OC(C)=O)COC(C)=O)CCC(=O)OC Methyl 3-(2,3,4,6-tetra-O-acetyl-α-D-galactopyranosyl)propanoate